C(CCCCCCCCCCCCC)(=O)[O-].C(CCCCCCCCCCCCC)(=O)[O-].C(CCCCCCCCCCCCC)(=O)[O-].[K+].[K+].[K+] potassium trimyristate